COC=1C=C(C=CC1OC)C1=NOC(=N1)C1CCN(CC1)C(=O)[C@H]1CC(N(C1)C1=CC=CC=C1)=O (4S)-4-[4-[3-(3,4-dimethoxyphenyl)-1,2,4-oxadiazol-5-yl]piperidine-1-carbonyl]-1-phenyl-pyrrolidin-2-one